3-bromo-5-(4-((tert-butyldimethylsilyl)oxy)phenyl)pyrazin-2-amine BrC=1C(=NC=C(N1)C1=CC=C(C=C1)O[Si](C)(C)C(C)(C)C)N